FC(C1=CC=C(C=C1)C1=NN(C2=NC=CC=C21)C2CN(C2)C(\C=C\C)=O)(F)F (E)-1-(3-(3-(4-(trifluoromethyl)-phenyl)-1H-pyrazolo[3,4-b]pyridin-1-yl)azetidin-1-yl)but-2-en-1-one